N1=C(NC2=C1C=CC=C2)C=CC=2NC1=C(N2)C=CC=C1 1,2-di(2-benzimidazolyl)ethylene